NC1=CC=C(C=C1)NS(=O)(=O)C=1C=NC=CC1 N-(4-aminophenyl)pyridine-3-sulfonamide